C(C)OC(CCCCCCCC=CCCCCCC)=O 9-hexadecenoic acid ethyl ester